Cl.Cl.S(=O)(=O)(N)N Sulfamide dihydrochloride